phenoxyl-propionic acid O(C1=CC=CC=C1)C(C(=O)O)C